CC1=C(NC2=CC=C(C(=C12)[2H])[2H])[2H] 3-methylindole-d3